CN1C(=CC=CC1=O)C#N 1-methyl-6-oxo-pyridine-2-carbonitrile